CC1=NOC(=C1C=1OC2=C(C1)C=C(C(=C2)O)O)C 2-(3,5-dimethylisoxazol-4-yl)-5,6-dihydroxybenzofuran